2-(4-chloro-phenyl)-2H-benzotriazol-5-ylamine ClC1=CC=C(C=C1)N1N=C2C(=N1)C=CC(=C2)N